NC1=CC=CC(=N1)S(=O)(=O)NC(=O)C=1C(=NC=C(C1)C1=CC(=CC=C1)OC)N1C(CC(C1)C)(C)C N-[(6-Amino-2-pyridyl)sulfonyl]-5-(3-methoxyphenyl)-2-(2,2,4-trimethylpyrrolidin-1-yl)pyridin-3-carboxamid